C(C1=CC=CC=C1)NC([C@H](CC(=O)OC(C)(C)C)C)C1CC1 tert-butyl (3S)-4-(benzylamino)-4-cyclopropyl-3-methylbutanoate